N-(2,3-dihydro-4H-benzo[b][1,4]oxazin-4-yl)-3-isopropyl-8-(2,3,5-trifluorophenyl)-imidazo[1,2-a]pyrazine-2-carboxamide O1C2=C(N(CC1)NC(=O)C=1N=C3N(C=CN=C3C3=C(C(=CC(=C3)F)F)F)C1C(C)C)C=CC=C2